FC(C=1C=C(C=C(C1)C(F)(F)F)P(Cl)C1=CC(=CC(=C1)C(F)(F)F)C(F)(F)F)(F)F bis[3,5-bis(trifluoromethyl)phenyl]chlorophosphine